N[C@H]1[C@@H](CCCCC1)NC(C1=CC=NC=C1)=O N-((1R,2R)-2-aminocycloheptyl)isonicotinamide